COCCNC(=O)N1CCNCC1 N-(2-methoxyethyl)piperazin-1-carboxamid